4,5-dihydro-pyrroloquinoxaline N1=CCNC=2CC=C3C(C12)=CC=N3